1-(4-{[(1S)-5-[2-(2-aminopyridin-3-yl)-5-{3-oxa-8-azabicyclo[3.2.1]octan-8-yl}imidazo[4,5-b]pyridin-3-yl]-2,3-dihydro-1H-inden-1-yl]amino}piperidin-1-yl)prop-2-en-1-one NC1=NC=CC=C1C1=NC=2C(=NC(=CC2)N2C3COCC2CC3)N1C=1C=C3CC[C@@H](C3=CC1)NC1CCN(CC1)C(C=C)=O